COC1=CC(=NC=N1)N1CC2(CC2)C(CC1)C(=O)Cl 5-(6-methoxypyrimidin-4-yl)-5-azaspiro[2.5]octane-8-carbonyl chloride